FC=1C(=C(OC(C(=O)OCC)C)C=C(C1)F)C=C ethyl 2-(3,5-difluoro-2-vinyl-phenoxy)propanoate